FC1=CC(=C(C(=C1)C(C)C)CC(=O)NS(=O)(=O)C=1SC=C(C1)C(C)(C)O)C(C)C 2-(4-fluoro-2,6-diisopropylphenyl)-N-(4-(2-hydroxypropan-2-yl)thiophen-2-ylsulfonyl)acetamide